[OH-].C(=C)C(CCN)C=1NC=CN1 1-vinyl-3-aminopropyl-imidazole hydroxide salt